tert-butyl (2R,5S)-5-{[(benzyloxy)carbonyl]amino}-2-[N'-(4-chlorobenzoyl)hydrazinecarbonyl]piperidine-1-carboxylate C(C1=CC=CC=C1)OC(=O)N[C@H]1CC[C@@H](N(C1)C(=O)OC(C)(C)C)C(=O)NNC(C1=CC=C(C=C1)Cl)=O